6-(3-(2-pyridyldithio)propionylamino)hexanoic acid succinimidyl ester C1(CCC(N1OC(CCCCCNC(CCSSC1=NC=CC=C1)=O)=O)=O)=O